ClC1=CC=C(C=C1)[C@@]1(N(C(C2=CC(=CC=C12)C(C)(C)O)=O)CC1=CC=C(C=N1)C#N)OC([2H])([2H])C1(CC1)C([2H])([2H])O 6-{[(1R)-1-(4-Chlorophenyl)-1-({1-[hydroxy(2H2)methyl]cyclopropyl}(2H2)methoxy)-5-(2-hydroxypropan-2-yl)-3-oxo-2,3-dihydro-1H-isoindol-2-yl]methyl}pyridin-3-carbonitril